ClC1=NC=C(C(=C1)OC)C(F)(F)F 2-chloro-4-methoxy-5-(trifluoromethyl)pyridine